tert-butyl (E)-4-(3-(3-(4-chloro-2-fluorophenyl)acryloyl)-2-hydroxyphenyl)piperidine-1-carboxylate ClC1=CC(=C(C=C1)/C=C/C(=O)C=1C(=C(C=CC1)C1CCN(CC1)C(=O)OC(C)(C)C)O)F